tert-butyl (2-(4-(5-((4-amino-2-(pentan-2-ylamino)imidazo[2,1-f][1,2,4]triazin-7-yl)methyl)-3-methylpyridin-2-yl)piperazin-1-yl)-2-oxoethyl)(methyl)carbamate NC1=NC(=NN2C1=NC=C2CC=2C=C(C(=NC2)N2CCN(CC2)C(CN(C(OC(C)(C)C)=O)C)=O)C)NC(C)CCC